NC=1C(=NN(C1C(=O)OCC)C1=C(C=C(C=C1F)C#N)F)Br ethyl 4-amino-3-bromo-1-(4-cyano-2,6-difluorophenyl)-1H-pyrazole-5-carboxylate